(2S,3S,4R,5R)-5-(6-(benzylamino)-2-isopropyl-9H-purin-9-yl)-N-ethyl-3,4-dihydroxyltetrahydrofuran-2-formamide C(C1=CC=CC=C1)NC1=C2N=CN(C2=NC(=N1)C(C)C)[C@H]1[C@@H]([C@@H]([C@H](O1)C(=O)NCC)O)O